(S)-2-amino-5-(4-(2-(3,5-difluorophenyl)-2-hydroxyacetamido)-2-methylphenyl)-N,N-dimethylnicotinamide NC1=C(C(=O)N(C)C)C=C(C=N1)C1=C(C=C(C=C1)NC([C@@H](O)C1=CC(=CC(=C1)F)F)=O)C